[1,3-bis(2,4,6-trimethylphenyl)-2-imidazolidinylidene]-[2-[[(4-methylphenyl)imino]methyl]-4-nitrophenyl]-[3-phenyl-1H-inden-1-ylidene]ruthenium (II) chloride CC1=C(C(=CC(=C1)C)C)N1C(N(CC1)C1=C(C=C(C=C1C)C)C)=[Ru-4](=C1C=C(C2=CC=CC=C12)C1=CC=CC=C1)(C1=C(C=C(C=C1)[N+](=O)[O-])C=NC1=CC=C(C=C1)C)Cl